COC(C(C)(F)C1=CC(=CC=C1)Cl)=O 2-(3-chlorophenyl)-2-fluoro-propionic acid methyl ester